FC(C(=O)O)(F)F.ClC1=CC2=C(C=N1)N=C(S2)C2=NN=C1N2CCN[C@@H]1C (R)-6-chloro-2-(8-methyl-5,6,7,8-tetrahydro-[1,2,4]triazolo[4,3-a]pyrazin-3-yl)thiazolo[4,5-c]pyridine trifluoroacetate